C(O)(O)=O.CC(CO)(C(C(C)C)O)C 2,2,4-trimethyl-pentane-1,3-diol carbonate